3,3-dimethyl-1-oxoisoindol CC1(NC(C2=CC=CC=C12)=O)C